COC=1C=C2C(=NC=NC2=CC1OC)N1CCN(CCC1)S(=O)(=O)N 4-(6,7-dimethoxyquinazolin-4-yl)-1,4-diazepan-1-sulfonamide